O1CCC2=C1C=C(C=C2)[C@@H](C)N2CCN(CC2)C2=NC=C(C=N2)[S@@](=O)(C)=N (S)-(2-(4-((R)-1-(2,3-dihydrobenzofuran-6-yl)ethyl)piperazin-1-yl)pyrimidin-5-yl)(imino)(methyl)-λ6-sulfanone